(tert-Butoxycarbonylamino)-5-iodo-thiazole-4-carboxylic acid methyl ester COC(=O)C=1N=C(SC1I)NC(=O)OC(C)(C)C